N-(2-carbonylpropyl)-2-naphthamide C(=O)=C(CNC(=O)C1=CC2=CC=CC=C2C=C1)C